5-bromo-1-isopropyl-1H-pyrazole-4-carboxamide BrC1=C(C=NN1C(C)C)C(=O)N